C(C)OC(C=CCCCCC)=O.NC1CCC(CC1)NC1=NC=CC(=N1)C=1C(=NC=NC1)OC1=C(C=C(C=C1)NS(=O)(=O)C1=C(C=CC=C1)Cl)F N-[4-[5-[2-[(1r,4r)-(4-aminocyclohexyl)amino]pyrimidin-4-yl]pyrimidin-4-yloxy]-3-fluorophenyl]2-chlorobenzenesulfonamide ethyl-octenoate